n-butyl-ammonium fluoride [F-].C(CCC)[NH3+]